N-(1-Cyanocyclopropyl)-4-(4-(diethylamino)piperidin-1-yl)-9-(5-(difluoromethyl)-1,3,4-thiadiazol-2-yl)-9H-pyrimido[4,5-b]indole-7-sulfonamide C(#N)C1(CC1)NS(=O)(=O)C1=CC=C2C3=C(N(C2=C1)C=1SC(=NN1)C(F)F)N=CN=C3N3CCC(CC3)N(CC)CC